(S)-2-(4-cyanophenylsulphonamido)-3-(1H-indol-3-yl)-N-(4-morpholinophenyl)propanamide C(#N)C1=CC=C(C=C1)S(=O)(=O)N[C@H](C(=O)NC1=CC=C(C=C1)N1CCOCC1)CC1=CNC2=CC=CC=C12